CC[C@H](CCC)N (R)-hexan-3-amine